C(#N)CC1CC(C1)(C1=NN=CN1C)C=1C=C(C=CC1)NC(=O)C=1C=2N(C=C(C1)CNCC1(CCCC1)C)C=CN2 N-(3-((1s,3s)-3-(cyanomethyl)-1-(4-methyl-4H-1,2,4-triazol-3-yl)cyclobutyl)phenyl)-6-((((1-methylcyclopentyl)methyl)amino)methyl)imidazo[1,2-a]pyridine-8-carboxamide